C(#N)[C@@](CC1C(NCC1)=O)(C)NC([C@H](CC1CC1)NC(=O)C=1NC2=CC=CC(=C2C1)OC)=O N-((2S)-1-(((2S)-2-cyano-1-(2-oxopyrrolidin-3-yl)propan-2-yl)amino)-3-cyclopropyl-1-oxopropan-2-yl)-4-methoxy-1H-indole-2-carboxamide